4-[2-({N-[7-bromo-2-(1-methyl-1H-pyrazol-4-yl)[1,2,4]triazolo[1,5-c]quinazolin-5-yl]-D-alanyl}amino)ethyl]piperazine-1-carboxylic acid tert-butyl ester C(C)(C)(C)OC(=O)N1CCN(CC1)CCNC([C@H](NC1=NC=2C(=CC=CC2C=2N1N=C(N2)C=2C=NN(C2)C)Br)C)=O